N1N=NN=C1C1=CC=C2C(=CNC2=C1)C(=O)N.[Sn] Tin 6-(1H-tetrazol-5-yl)-1H-indole-3-carboxamide